N1-((3as,6as)-hexahydro-2,5-methanopentalen-3a(1H)-yl)pentane-1,5-diamine C1C2CC3(CC(CC13)C2)NCCCCCN